4-((2R,4r,6S)-2-cyano-7-((5-methoxy-7-methyl-1H-indol-4-yl)methyl)-7-azaspiro[3.5]nonan-6-yl)-N-((1-(2,2,2-trifluoroethyl)azetidin-3-yl)methyl)benzamide C(#N)C1CC2(C1)C[C@H](N(CC2)CC2=C1C=CNC1=C(C=C2OC)C)C2=CC=C(C(=O)NCC1CN(C1)CC(F)(F)F)C=C2